(2S,5R)-N-(7-chloro-6-(1-((3S,4S)-4-hydroxy-3-methyltetrahydrofuran-3-yl)piperidin-4-yl)isoquinolin-3-yl)-6-(trifluoromethyl)tetrahydro-2H-pyran-3-carboxamide ClC1=C(C=C2C=C(N=CC2=C1)NC(=O)C1COC(CC1)C(F)(F)F)C1CCN(CC1)[C@]1(COC[C@H]1O)C